C1(=CC=CC=C1)C(=CC=C(C(=O)OCC(C)(C)C)C(=O)OCC(C)(C)C)C1=CC=CC=C1 2-(3,3-diphenylprop-2-enylidene)dineopentyl-malonic acid